BrC(C)OCC 1-bromo-ethoxyethane